C(C)(C)[C@H]1CN(CC1)C=1C=2N(N=C(C1)C=1C(NC(NC1)=O)=O)C=CN2 (S)-5-(8-(3-isopropylpyrrolidin-1-yl)imidazo[1,2-b]pyridazin-6-yl)pyrimidine-2,4(1H,3H)-dione